Benzyl (7-(4-hydroxyphenyl)-8,9,10,11-tetrahydro-3H-pyrazolo[4,3-a]phenanthridin-9-yl)carbamate OC1=CC=C(C=C1)C1=NC2=CC=C3C(=C2C=2CCC(CC12)NC(OCC1=CC=CC=C1)=O)C=NN3